2-(azetidin-3-yl)-6-chloro-2H-pyrazolo[4,3-c]pyridine N1CC(C1)N1N=C2C(C=NC(=C2)Cl)=C1